ClC1=NC2=CC=C(C=C2C(=C1C)C(=O)Cl)C 2-chloro-3,6-dimethyl-quinoline-4-carbonyl chloride